CC1=C(OC=2CCC3=CN(N=C3C21)CC2=NC=CC=C2)C(=O)NC[C@H]2OCCC2 8-Methyl-2-(pyridin-2-ylmethyl)-N-[(2S)-tetrahydrofuran-2-ylmethyl]-4,5-dihydro-2H-furo[2,3-g]indazole-7-carboxamide